BrC1=C(C=C2C(=NC(=NC2=C1F)OC1CCN(CC1)C)N1CCN(CC1)C(=O)OC(C)(C)C)Cl tert-butyl 4-(7-bromo-6-chloro-8-fluoro-2-((1-methylpiperidin-4-yl)oxy) quinazolin-4-yl)piperazin-1-carboxylate